FC([2H])C=1C(=NN2C1CCC(C2)C[2H])C2=NC=C(C=C2)F (fluoromethyl-d)-2-(5-fluoropyridin-2-yl)-6-(methyl-d)-4,5,6,7-tetrahydropyrazolo[1,5-a]Pyridine